trans-isopentenyl-methyl-butadieneN C(CC(=C)C)C(=C=C=C)C